FC(C(=O)O)(F)F.N1CC(C1)C1=CC=C(N=N1)C1=C(C=C(C=C1)C=1C=C(C=2N(C1)C=C(N2)C)C)O 2-(6-(azetidin-3-yl)pyridazin-3-yl)-5-(2,8-dimethylimidazo[1,2-a]pyridin-6-yl)phenol trifluoroacetate